C(C)(C)(C)OC(=O)N1CCN(CCC1)C=1C=2N(C=CC1)C(=CN2)N2C(N(C(CC2)=O)CC2=CC=C(C=C2)OC)=O 4-[3-[3-[(4-methoxyphenyl)methyl]-2,4-dioxo-hexahydropyrimidin-1-yl]imidazo[1,2-a]pyridin-8-yl]-1,4-diazacycloheptane-1-carboxylic acid tert-butyl ester